NC1=C(N=NC(=C1)Cl)N[C@H]1CN(CCC1)C(=O)OC(C)(C)C tert-butyl (3R)-3-[(4-amino-6-chloropyridazin-3-yl)amino]piperidine-1-carboxylate